COCCS(=O)(=O)NC=1SC=C(N1)C(C(=O)NC1=NC=C(C=C1)C1=NC(=CN=C1)C(F)(F)F)(C)C 2-(2-((2-methoxyethyl)sulfonylamino)thiazol-4-yl)-2-methyl-N-(5-(6-(trifluoromethyl)pyrazin-2-yl)pyridin-2-yl)propanamide